NC1=C2N=CN(C2=NC(=N1)OC)C1CCC(CC1)C(=O)NC=1SC=C(N1)C 4-(6-amino-2-methoxy-9H-purin-9-yl)-N-(4-methyl-1,3-thiazol-2-yl)cyclohexanecarboxamide